2,2'-azobis-(2-amidinopropane) nitrate [N+](=O)(O)[O-].N(=NC(C)(C)C(N)=N)C(C)(C)C(N)=N